FC=1C=C2C=C(C(NC2=CC1F)=O)C=1N=NN(C1)C1=CC=C(C=C1)C(=O)N1CC(CC1)OCCN1CCOCC1 6,7-difluoro-3-(1-{4-[3-(2-morpholin-4-yl-ethoxy)-pyrrolidine-1-carbonyl]-phenyl}-1H-[1,2,3]triazol-4-yl)-1H-quinolin-2-one